N-(tert-butyl)-2-(4-chlorophenyl)acrylamide C(C)(C)(C)NC(C(=C)C1=CC=C(C=C1)Cl)=O